C(C)(C)(C)OC(=O)NC1=CC(=C(C=N1)N1C=C(C(C2=CC(=C(N=C12)N1CC2=CC=C(C=C2C1)F)Cl)=O)C(=O)O)C 1-(6-((tert-butoxy-carbonyl)amino)-4-methylpyridin-3-yl)-6-chloro-7-(5-fluoroisoindolin-2-yl)-4-oxo-1,4-dihydro-1,8-naphthyridine-3-carboxylic acid